(Z)-methyl 3-(2-cyano-3-(3-(isopropyl amino)-2,2-dimethyl-3-oxopropoxy)phenylamino)but-2-enoate C(#N)C1=C(C=CC=C1OCC(C(=O)NC(C)C)(C)C)N\C(=C/C(=O)OC)\C